6-Chloro-3-[[(1R)-1-deuterio-1-(3,6-dimethyl-4-oxo-2-phenyl-chromen-8-yl)ethyl]amino]pyridine-2-carbonitrile ClC1=CC=C(C(=N1)C#N)N[C@](C)(C=1C=C(C=C2C(C(=C(OC12)C1=CC=CC=C1)C)=O)C)[2H]